ClC=1C(=NC(=NC1)NC1=CC=C(C=C1)N=S1(CCN(CC1)C)=O)C1=CNC2=CC=CC=C12 5-Chloro-4-(1H-indol-3-yl)-N-[4-[(4-methyl-1-oxo-1,4-thiazinan-1-ylidene)amino]-phenyl]pyrimidin-2-amine